N-(4-(decylamino)-4-oxobut-1-en-2-yl)-N,N-dimethyldodecan-1-aminium chloride [Cl-].C(CCCCCCCCC)NC(CC(=C)[N+](CCCCCCCCCCCC)(C)C)=O